C(CC(=O)[O-])(=O)[O-].[Na+].CC=1C=NC=C(C(=O)NC2=CC(=C(C=C2)C)C2=CC3=C(N=C(N=C3)NC=3C=NC(=CC3)C)C(N2C)=O)C1.[Na+] 5-methyl-N-(4-methyl-3-(7-methyl-2-((6-methylpyridin-3-yl)amino)-8-oxo-7,8-dihydropyrido[3,4-d]pyrimidin-6-yl)phenyl)nicotinamide sodium Malonate